ClC1=CC2=C([C@@](C3=C(N(S2(=O)=O)C)C=CC=C3)([2H])NCCCCCCC(=O)[O-])C=C1.[Na+] sodium 7-[[(11S)-3-chloro-6-methyl-5,5-dioxo-11H-benzo[c][1,2]benzothiazepin-11-yl-11-d]amino]heptanoate